FC1=CC2=C(N[C@H](CN2)[C@@H](C2=CC=CC=C2)NC[C@H](C)C=2C=C(C=CC2)[C@@H](C(=O)O)C)N=C1 |o1:18,26| (S or R)-2-(3-((R or S)-1-(((R)-((R)-7-fluoro-1,2,3,4-tetrahydropyrido[2,3-b]pyrazin-3-yl)(phenyl)methyl)amino)propan-2-yl)phenyl)propanoic acid